C1=CC=CC=2C3=CC=CC=C3C(C12)COC(=O)N(C(C(=O)OC(C)(C)C)CCC1=CC=CC=C1)C tert-Butyl 2-((((9H-fluoren-9-yl)methoxy) carbonyl)(methyl)amino)-4-phenylbutanoate